C(CCC)OC1=NN2C(C(=N1)N)=NC=C2CC2=CC(=C(C=C2)N2CCNCC2)C(C)C C2-butoxy-7-(3-isopropyl-4-(piperazin-1-yl)benzyl)imidazo[2,1-f][1,2,4]triazin-4-amine